1-methyl-9-(1-morpholinopropan-2-yl)-9H-pyrido[3,4-b]indol-7-ol CC1=NC=CC2=C1N(C1=CC(=CC=C21)O)C(CN2CCOCC2)C